O1C(CCCC1)N1N=CC2=CC(=CC=C12)NC1=NN(C=C1)C1=CC=C(OCC(=O)OC(C)(C)C)C=C1 tert-butyl 2-(4-(3-((1-(tetrahydro-2H-pyran-2-yl)-1H-indazol-5-yl)amino)-1H-pyrazol-1-yl)phenoxy)acetate